N[C@@H]1[C@H](CC2=CC=CC=C2C1)O (2S,3S)-3-amino-1,2,3,4-tetrahydronaphthalen-2-ol